FC(S)(F)F.[Cu+] copper (I) trifluoromethanethiol